ClC1=C(C=CC(=C1)OC1=CC=CC=C1)C(C1=CNC2=C1C1=C(NC(C3(N1)CC(CC3)N(C)C)=O)C=N2)O 9'-((2-chloro-4-phenoxyphenyl)(hydroxy)methyl)-3-(dimethylamino)-4',7'-dihydrospiro[cyclopentane-1,2'-pyrrolo[3',2':5,6]pyrido[3,4-b]pyrazine]-3'(1'H)-one